C(CCCCCCCCCCCCCCCCCCCCCCCCCCC)(=O)O.[Sr] strontium montanic acid